COC=1C=C(C=O)C=CC1OCS(=O)(=O)C 3-methoxy-4-((methylsulfonyl)methoxy)benzaldehyde